C1(=CC=CC=C1)C=1C=C2C(NC(NC2=CC1)=O)=O 6-phenyl-1H-quinazoline-2,4-dione